C(=O)O.CNC(CCC)=O N-methylbutyramide formate